NC1=NN(C(=C1C)C1=NC=C(C(=C1)OC1CN(C1)C(=O)N1N=CC[C@H]1C=1C=C(C#N)C=C(C1)F)F)C (S)-3-(1-(3-((2-(3-amino-1,4-dimethyl-1H-pyrazol-5-yl)-5-fluoropyridin-4-yl)oxy)azetidine-1-carbonyl)-4,5-dihydro-1H-pyrazol-5-yl)-5-fluorobenzonitrile